(3-(3-bromo-2-methylphenoxy)propoxy)(tert-butyl)dimethylsilane BrC=1C(=C(OCCCO[Si](C)(C)C(C)(C)C)C=CC1)C